O=C1N(C(C=C1)=O)CCCCCC(=O)N[C@H](C(=O)N[C@H](C(=O)NC1=CC=C(C=C1)CI)CCCNC(=O)N)C(C)C 6-(2,5-dioxo-2,5-dihydro-1H-pyrrol-1-yl)-N-((S)-1-(((S)-1-((4-(iodomethyl)phenyl)amino)-1-oxo-5-ureidopentan-2-yl)amino)-3-methyl-1-oxobutan-2-yl)hexanamide